[2-(bromomethyl)-6-chloro-phenyl]-2,2-difluoro-acetic acid ethyl ester C(C)OC(C(F)(F)C1=C(C=CC=C1Cl)CBr)=O